FC1=C(C=CC=C1)[C@H]1CCC=2N1N=C(N2)C(=O)N[C@@H]2C(N(C=1N(CC2)N=CC1)C)=O (5R)-5-(2-Fluorophenyl)-N-[(6S)-4-methyl-5-oxo-7,8-dihydro-6H-pyrazolo[1,5-a][1,3]diazepin-6-yl]-6,7-dihydro-5H-pyrrolo[1,2-b][1,2,4]triazol-2-carboxamid